5-(1-(4-(trifluoromethyl)phenyl)-1H-pyrazol-4-yl)-1H-indol-3-amine FC(C1=CC=C(C=C1)N1N=CC(=C1)C=1C=C2C(=CNC2=CC1)N)(F)F